C1(=CC=CC=C1)C=C(C1=CC=CC=C1)C1=CC=CC=C1 1,2,2-Triphenylethylene